[Zr].[Hf].[Nb].[Cu] copper niobium-hafnium-zirconium